COC(C1=CC=C(C=C1)CN1C2N(CCC1)CCC2)=O 4-(hexahydro-pyrrolo[1,2-a]pyrimidin-1-ylmethyl)-benzoic acid methyl ester